bis[tri(n-butyl)ammonium] decylborate C(CCCCCCCCC)OB([O-])[O-].C(CCC)[NH+](CCCC)CCCC.C(CCC)[NH+](CCCC)CCCC